benzfluorenol C1(=CC=CC=2C=CC=3C=4C=CC=CC4CC3C21)O